N1CN=CC2=CNC(C=3C(=C21)C=CN3)=O dihydropyrimido[5,4-c]pyrrolo[3,2-e]azepin-7(6H)-one